butyl 2-bromo-4-oxo-6,7-dihydrothiazolo[5,4-c]pyridine-5(4H)-carboxylate BrC=1SC=2C(N(CCC2N1)C(=O)OCCCC)=O